rac-(1-amino-2,3-dihydro-1H-inden-2-yl)methanol NC1C(CC2=CC=CC=C12)CO